bis(2,2':6',2''-terpyridine) osmium (II) hexafluorophosphate F[P-](F)(F)(F)(F)F.[Os+2].N1=C(C=CC=C1)C1=NC(=CC=C1)C1=NC=CC=C1.N1=C(C=CC=C1)C1=NC(=CC=C1)C1=NC=CC=C1.F[P-](F)(F)(F)(F)F